ClC=1C=C(C=CC1OC1CC1)C1=CC(=NC=N1)C(=O)O 6-(3-chloro-4-cyclopropoxyphenyl)pyrimidine-4-carboxylic acid